(P)-(S)-3-(4-(4-(tert-butoxycarbonyl)-2-methylpiperazin-1-yl)-6-chloro-7-(2-fluorophenyl)-2-oxopyrido[2,3-d]pyrimidin-1(2H)-yl)-2-isopropyl-4-methylpyridine 1-oxide C(C)(C)(C)OC(=O)N1C[C@@H](N(CC1)C=1C2=C(N(C(N1)=O)C=1C(=[N+](C=CC1C)[O-])C(C)C)N=C(C(=C2)Cl)C2=C(C=CC=C2)F)C